C1(CC2C(CC1)O2)CC[SiH2]CCOCCOC β-(3,4-epoxycyclohexyl)ethylmethoxyethoxyethylsilane